tertbutyl 3-((3-methyl-6-(thiazol-5-yl)isoquinolin-4-yl)oxy)azetidine-1-carboxylate CC=1N=CC2=CC=C(C=C2C1OC1CN(C1)C(=O)OC(C)(C)C)C1=CN=CS1